2-chloro-5-fluoro-4'-[(1-{[4-(propan-2-yl)phenyl]carbamoyl}-D-prolyl)amino][1,1'-biphenyl]-4-carboxylic acid ClC1=C(C=C(C(=C1)C(=O)O)F)C1=CC=C(C=C1)NC([C@@H]1N(CCC1)C(NC1=CC=C(C=C1)C(C)C)=O)=O